OC1(CC=C(CN)C=C1)OC 4-hydroxy-4-methoxy-benzylamine